ClC1=CC2=C(N(C(N=C2N2[C@H](CN(CC2)C(C=C)=O)C)=O)C2=C(N=CS2)C(C)C)N=C1C1=C(C=CC=C1)F 6-chloro-7-(2-fluorophenyl)-4-((2S)-2-methyl-4-(2-propenoyl)-1-piperazinyl)-1-(4-(2-propanyl)-1,3-thiazol-5-yl)pyrido[2,3-d]pyrimidin-2(1H)-one